C=1C=2N(C=CN1)C=CC2C(=O)N pyrrolo[1,2-a]pyrazine-8-carboxamide